C(C)(C)(C)S(=O)N[C@@H]1[C@@H](OCC12CCN(CC2)C=2N=CC(=NC2)[S-])C.[Na+] Sodium 5-((3S,4S)-4-((tert-butylsulfinyl)amino)-3-methyl-2-oxa-8-azaspiro[4.5]decan-8-yl)pyrazine-2-thiolate